5-methyl-octahydro-2H-imidazo[4,5-c]pyridin-2-one CN1CC2C(CC1)NC(N2)=O